C(CCC)[Sn] n-butylstannum